5-(phenylamino)-3-(4-(trifluoromethoxy)phenyl)pyridin-2(1H)-one C1(=CC=CC=C1)NC=1C=C(C(NC1)=O)C1=CC=C(C=C1)OC(F)(F)F